NC=1C=2N(C=CN1)C(=NC2C2=CC=C(C(=O)NC1=NC=CC=C1)C=C2)[C@H]2N(CCC2)C(CCOCCOCCNC2=C1C(N(C(C1=CC=C2)=O)C2C(NC(CC2)=O)=O)=O)=O 4-(8-amino-3-((2S)-1-(3-(2-(2-((2-(2,6-dioxopiperidin-3-yl)-1,3-diOxoisoindolin-4-yl)amino)ethoxy)ethoxy)propionyl)pyrrolidin-2-yl)imidazo[1,5-a]pyrazin-1-yl)-N-(Pyridin-2-yl)benzamide